CS(=O)(=O)C=1C=C(C=CC1)CCC(=O)O 3-(3-methylsulfonylphenyl)-propionic acid